6-Cyclopropyl-1,4-di(1H-1,2,4-triazol-1-yl)pyrido[3,4-d]pyridazin-7(6H)-one C1(CC1)N1C=C2C(=NN=C(C2=CC1=O)N1N=CN=C1)N1N=CN=C1